C(CCC)C1(NC=2CCC[C@@H](C2C=C1)N(CCC1=C(C=CC=C1)OCC1=C(C=C(C=C1)C1=CC=C(C=C1)C(F)(F)F)Cl)CCC1=CC=C(C=C1)C(=O)OCCCC)C(=O)[O-] 2-Butyl-(5S)-5-({2-[4-(butoxycarbonyl)phenyl]ethyl} [2-(2-{[3-chloro-4'-(trifluoromethyl) [biphenyl]-4-yl]methoxy}phenyl)ethyl]amino)-5,6,7,8-tetrahydrochinolin-2-carboxylat